diethoxy(3-glycidoxypropylglyceryl)glycidoxypropylsilane C(C)O[Si](CCCOCC1CO1)(C(C(O)CO)CCCOCC1CO1)OCC